1-((2S,3R,4R)-2-cyclopropyl-6-fluoro-4-((6-methoxypyridin-3-yl)amino)-3-methyl-3,4-dihydroquinolin-1(2H)-yl)ethanone C1(CC1)[C@@H]1N(C2=CC=C(C=C2[C@@H]([C@H]1C)NC=1C=NC(=CC1)OC)F)C(C)=O